C1(=CC=CC=2C3=CC=CC=C3CC12)C1(CC12CN(CCC2)C2(CC=1C(NC(=NC1CC2)C)=O)C#N)C2=CC=CC=1C3=CC=CC=C3CC21 6-[2,2-bis(fluorenyl)-5-azaspiro[2.5]octan-5-yl]-2-methyl-4-oxidanylidene-3,5,7,8-tetrahydroquinazoline-6-carbonitrile